ClC1=C(C(=CC=C1)Cl)N1N=C(C(=C1)NC1=CC=C(C=C1)C(=O)N1CCN(CC1)C)C(=O)N 1-(2,6-dichlorophenyl)-4-((4-(4-methylpiperazine-1-carbonyl)phenyl)amino)-1H-pyrazole-3-carboxamide